tert-butyl 2-chloro-4-(2-chloro-4-fluorophenoxy)-5h,6h,7h,8h-pyrido[3,4-d]pyrimidine-7-carboxylate ClC=1N=C(C2=C(N1)CN(CC2)C(=O)OC(C)(C)C)OC2=C(C=C(C=C2)F)Cl